(13R or S)-13-methyl-4-[[2-(trimethylsilyl)ethoxy]methyl]-14-oxa-2,4,10-triazatricyclo[7.5.0.0^[3,7]]tetradeca-1(9),2,5,7-tetraene C[C@@H]1CCNC=2C=C3C=CN(C3=NC2O1)COCC[Si](C)(C)C |o1:1|